NC1=C(C(=CC(=C1F)NCC1=NC=C(C=C1F)C(F)(F)F)F)NC(OC1CC1)=O Cyclopropyl (2-amino-3,6-difluoro-4-(((3-fluoro-5-(trifluoromethyl)pyridin-2-yl)methyl)amino)phenyl)carbamate